C(C[C@@H](/C=C\\C=C\\C=C\\[C@@H](C/C=C\\CCC(=O)O)O)O)CC(=O)O The molecule is an octadecatetraenedioic acid obtained by oxidative degradation of leukotriene B4, a process that results in the removal of C19 and C20 with concomitant dioxygenation of C18. It has a role as a metabolite. It derives from a leukotriene B4.